(R or S)-5-(2-(3-(((4,5-dihydro-1H-imidazol-2-yl)methoxy)methyl)-3-(2-(5-fluorothiophen-2-yl)ethyl)pyrrolidin-1-yl)propan-2-yl)-2-methylpyridine N1C(=NCC1)COC[C@]1(CN(CC1)C(C)(C)C=1C=CC(=NC1)C)CCC=1SC(=CC1)F |o1:8|